ethyl (S)-2-(2-((6-bromo-4-(((tert-butyldiphenylsilyl)oxy) methyl)pyridin-2-yl)amino)butoxy)acetate BrC1=CC(=CC(=N1)N[C@H](COCC(=O)OCC)CC)CO[Si](C1=CC=CC=C1)(C1=CC=CC=C1)C(C)(C)C